Diazabenzofurocarbazol N1=NC=CC2=C1C1=C(C=CC=3C=4C=CC=CC4NC13)O2